C[C@@H]1N(CCN([C@H]1C)C(=O)OC(C)(C)C)C(=O)OC(C)(C)C di-tert-Butyl (2S,3S)-2,3-dimethylpiperazine-1,4-dicarboxylate